methyl-3-(4-(trifluoromethoxy)benzyl)-4(1H)-quinolinone CN1C=C(C(C2=CC=CC=C12)=O)CC1=CC=C(C=C1)OC(F)(F)F